(1S,4S)-4-(8-((3,5-dichlorophenyl)amino)-2-((4-methyltetrahydro-2H-pyran-4-yl)amino)-9H-purin-9-yl)cyclohexane-1-formamide ClC=1C=C(C=C(C1)Cl)NC=1N(C2=NC(=NC=C2N1)NC1(CCOCC1)C)C1CCC(CC1)C(=O)N